O1S(CCC1)(=O)=O 1,2-Oxathiolane 2,2-dioxide